C(C)O[Si](N=C=O)(OCC)OCC triethoxy(isocyanato)silane